CC1=C(C=C(C=C1)NC(C1=CC(=NC=C1)C(F)(F)F)=O)C1=CC2=C(N=C(N=C2)NCCN2CCCC2)N=C1C N-(4-methyl-3-(7-methyl-2-((2-(pyrrolidin-1-yl)ethyl)amino)pyrido[2,3-d]pyrimidin-6-yl)phenyl)-2-(trifluoromethyl)isonicotinamide